Cl.C1(CCCCC1)[C@@H](C)N1C=NC=2C(=NC=3C=CC=CC3C21)N 1-[(1R)-1-cyclohexylethyl]imidazo[4,5-c]quinolin-4-amine hydrochloride